3-(5-(7-fluoroindoline-1-carbonyl)-1-oxoisoindolin-2-yl)piperidine-2,6-dione FC=1C=CC=C2CCN(C12)C(=O)C=1C=C2CN(C(C2=CC1)=O)C1C(NC(CC1)=O)=O